1-(3-(tert-butyl)-1-(p-tolyl)-1H-pyrazol-5-yl)-3-(4-(2-morpholinylethoxy)naphthalen-1-yl)urea C(C)(C)(C)C1=NN(C(=C1)NC(=O)NC1=CC=C(C2=CC=CC=C12)OCCN1CCOCC1)C1=CC=C(C=C1)C